C(C)C1=C(C=CC=C1)NC(C(=O)NC1=C(C=CC(=C1)C(C)(C)C)OCC)=O N-(2-ethylphenyl)-N'-(2-ethoxy-5-t-butylphenyl)oxalyldiamine